BrC=1C=C2C=NN(C2=C(C1F)OC)CC(C)(O)C 1-(5-bromo-6-fluoro-7-methoxy-indazol-1-yl)-2-methyl-propan-2-ol